C1=CC=CC=2C3=CC=CC=C3C(C12)COC(=O)NCCN(C(OC(C)(C)C)=O)C tert-butyl (2-((((9H-fluoren-9-yl)methoxy)carbonyl)amino)ethyl)(methyl)carbamate